3'-(3-((R)-3-hydroxypyrrolidin-1-yl)propoxy)-N-(3-((R)-3-hydroxypyrrolidin-1-yl)propyl)-2,2'-dimethyl-[1,1'-biphenyl]-3-carboxamide O[C@H]1CN(CC1)CCCOC=1C(=C(C=CC1)C1=C(C(=CC=C1)C(=O)NCCCN1C[C@@H](CC1)O)C)C